C1(=CC=CC=C1)[S-] benzenethiolate